tri(2-thienyl)phosphine S1C(=CC=C1)P(C=1SC=CC1)C=1SC=CC1